N,N-diethylacrylamide C(C)N(C(C=C)=O)CC